methyl 3-amino-4-bromo-6-fluoro-2-methylbenzoate NC=1C(=C(C(=O)OC)C(=CC1Br)F)C